BrC1=C(C(=O)O)C=C(C=C1)O[Si](C(C)C)(C(C)C)C(C)C 2-bromo-5-((triisopropylsilyl)oxy)benzoic acid